CC1=CN=C(N1CC1=C(C=CC=C1)O)C1=CC=C(C=C1)SC 2-((5-methyl-2-(4-(methylsulfanyl)phenyl)-1H-imidazol-1-yl)methyl)phenol